NC=1N=NC(=CC1N1CC2CCC(C1)N2C2=CC=NC=C2)C2=C(C=CC=C2)OCOC 4-(3-(3-amino-6-(2-(methoxymethoxy)phenyl)pyridazin-4-yl)-3,8-diazabicyclo[3.2.1]oct-8-yl)pyridin